C(#N)C1=CC=C(C=C1)C=1C=C(C(N(N1)C=1C=NC=CC1)=O)C(=O)O 6-(4-cyanophenyl)-3-oxo-2-(pyridin-3-yl)-2,3-dihydropyridazine-4-carboxylic acid